BrC1=NC(=CC(=C1)C(C(=O)OC)=O)Cl methyl 2-(2-bromo-6-chloropyridin-4-yl)-2-oxoacetate